methyl 2-[[4-[5-[(1R)-1-(4-chloro-2-fluoro-phenyl)ethoxy]pyrazol-1-yl]-1-piperidyl]methyl]-3-[(3-ethylimidazol-4-yl)methyl]benzimidazole-5-carboxylate ClC1=CC(=C(C=C1)[C@@H](C)OC1=CC=NN1C1CCN(CC1)CC=1N(C2=C(N1)C=CC(=C2)C(=O)OC)CC=2N(C=NC2)CC)F